(R)-N-(1-(1-acryloylazepan-3-yl)-7-chloro-5-((tetrahydro-2H-pyran-4-yl)oxy)-1H-benzo[d]imidazol-2-yl)-2-(trifluoromethyl)isonicotinamide C(C=C)(=O)N1C[C@@H](CCCC1)N1C(=NC2=C1C(=CC(=C2)OC2CCOCC2)Cl)NC(C2=CC(=NC=C2)C(F)(F)F)=O